4-fluoro-N-{phenyl[4-(propan-2-yl)phenyl]methyl}-1-[2-(pyridin-2-yl)acetyl]pyrrolidine-2-carboxamide FC1CC(N(C1)C(CC1=NC=CC=C1)=O)C(=O)NC(C1=CC=C(C=C1)C(C)C)C1=CC=CC=C1